P(=O)(O)(O)OC[C@H]([C@H](CC=O)O)O deoxy-D-ribose 5-phosphate